tert-Butyl 4-(6-ethyl-2,4-dioxo-2,3,4,5-tetrahydro-1H-benzo[b][1,4]diazepin-1-yl)phenylcarbamate C(C)C1=CC=CC=2N(C(CC(NC21)=O)=O)C2=CC=C(C=C2)NC(OC(C)(C)C)=O